tert-butyl (1R,5S,6r)-6-(5,5-dimethyl-4,5-dihydro-1,2-oxazol-3-yl)-3-azabicyclo[3.1.0]hexane-3-carboxylate CC1(CC(=NO1)C1[C@H]2CN(C[C@@H]12)C(=O)OC(C)(C)C)C